methyl-2'-(oxazol-2-yl)-7'-(2-phenyl-2-((tetrahydro-2H-pyran-4-yl)oxy)ethyl)-4'H-spiro[cyclopentane-1,5'-thieno[2,3-b]pyridine]-4',6'(7'H)-dione CC1=C(SC=2N(C(C3(C(C21)=O)CCCC3)=O)CC(OC3CCOCC3)C3=CC=CC=C3)C=3OC=CN3